C1=CC=CC=2C3=CC=CC=C3N(C12)C1=CC=C(C=C1)C1=CC=C(C=C1)B(O)O (4'-(9H-carbazol-9-yl)-[1,1'-biphenyl]-4-yl)boronic acid